O1C(CCCC1)OC=1C=NC2=CC=C(C=C2C1)B1OCC(C(O1)(C)C)(C)C 3-((Tetrahydro-2H-pyran-2-yl)oxy)-6-(4,4,5,5-tetramethyl-1,3,2-dioxaborinane-2-yl)quinoline